N-benzyl-1-[(1S)-1-[(2S,4r)-4-hydroxy-2-(methylcarbamoyl)pyrrolidine-1-carbonyl]-2,2-dimethyl-propyl]triazole-4-carboxamide C(C1=CC=CC=C1)NC(=O)C=1N=NN(C1)[C@@H](C(C)(C)C)C(=O)N1[C@@H](C[C@H](C1)O)C(NC)=O